ClC1=CC=C2C(=N1)N(N=C2C=2C(=NC=C(C2)F)OC)COCC[Si](C)(C)C 3-(6-chloro-1-[[2-(trimethylsilyl)ethoxy]methyl]pyrazolo[3,4-b]pyridin-3-yl)-5-fluoro-2-methoxypyridine